CN1CC2(CC(C1)C2)C=2SC1=C(N2)C=C(C=C1)B1OC(C(O1)(C)C)(C)C 2-(3-methyl-3-azabicyclo[3.1.1]heptan-1-yl)-5-(4,4,5,5-tetramethyl-1,3,2-dioxaborolan-2-yl)benzo[d]thiazole